Cl.ClC1=NC(=CC(=C1)CN([C@@H]([C@@H](OCCC)C)C(=O)OCCCCCCCOCC1=CC=CC=C1)C)Cl 7-(Benzyloxy)heptan-1-ol (2,6-Dichloropyridin-4-yl)methyl-N-methyl-O-propyl-L-allothreoninate hydrochloride